2-methyl-1,4-phenylene bis(4-(4-(acryloxyoxy) butoxy) benzoate) C(C=C)(=O)OOCCCCOC1=CC=C(C(=O)OC2=C(C=C(C=C2)OC(C2=CC=C(C=C2)OCCCCOOC(C=C)=O)=O)C)C=C1